C(C)(C)(C)OC(NCCCN1CCN(CC1)C1=C(C=C(C=C1)N)F)=O (3-(4-(4-Amino-2-fluorophenyl)piperazin-1-yl)propyl)carbamic acid tert-butyl ester